FC1=CC=C(C=C1)N1C(=C(C2=C1C=C1C=NNC1=C2)C2=CC=C(C=C2)C(=O)N2CC(C2)S(=O)(=O)C)C2CCOCC2 [4-[5-(4-Fluorophenyl)-6-tetrahydropyran-4-yl-1H-pyrrolo[2,3-f]indazol-7-yl]phenyl]-(3-methylsulfonylazetidin-1-yl)methanone